phenyl (2-fluoro-5-methoxy-4-methyl phenyl)carbamate FC1=C(C=C(C(=C1)C)OC)NC(OC1=CC=CC=C1)=O